The molecule is a chromium oxoanion resulting from the removal of two protons from chromic acid. It has a role as an oxidising agent. It is a divalent inorganic anion and a chromium oxoanion. It is a conjugate base of a hydrogenchromate. [O-][Cr](=O)(=O)[O-]